NC1(CC1C=1C=CC(=C(C1)NC(=O)[C@@H]1N(C[C@@H](C1)O)C(=O)NC1=CC=C(C=C1)F)F)C1=CC(=CC=C1)C#N (2R,4R)-N2-(5-((+)-1-amino-1-(3-cyanophenyl)-3-cyclopropyl)-2-fluorophenyl)-N1-(4-fluorophenyl)-4-hydroxypyrrolidine-1,2-dicarboxamide